C(#N)C1=CC=C(COC2=NC=C(C(=N2)N2C[C@@H](N(CC2)CC2=NC3=C(N2CCC(F)(F)F)C=C(C=C3)C(=O)[O-])C)F)C=C1.[NH4+] ammonium 2-{[(2S)-4-{2-[(4-cyanobenzyl)oxy]-5-fluoropyrimidin-4-yl}-2-methylpiperazin-1-yl]methyl}-1-(3,3,3-trifluoropropyl)-1H-benzimidazole-6-carboxylate